NC=1C(=CC(=C(C1)C1=C(C=C(C=C1F)F)F)Cl)C(=O)OC methyl 5-amino-2-chloro-2',4',6'-trifluoro-[1,1'-biphenyl]-4-carboxylate